[Ni](Br)Br.C(C)(C)C1=C(C(=CC=C1)C(C)C)N=C1C(C2=CC=C(C3=CC=CC1=C23)C2=CC=CC=C2)=NC2=C(C=CC=C2C(C)C)C(C)C N,N'-bis(2,6-diisopropylphenyl)-5-phenyl-acenaphthene-1,2-diimine nickel (II) bromide